N1(CCOCC1)CCCOC1=CC=C(C=C1)C(=O)C1=CC=CC=C1 {4-[3-(Morpholine-4-yl)propoxy]phenyl}(phenyl)methanone